7-hydroxy-4-(1-methylindazol-6-yl)-2-(2-pyrimidin-4-ylallyl)isoindolin-1-one OC=1C=CC(=C2CN(C(C12)=O)CC(=C)C1=NC=NC=C1)C1=CC=C2C=NN(C2=C1)C